2-chloro-N-[(4-[3-methyl-4h,6h,7h-pyrano[4,3-c]pyrazol-2-yl]phenyl)methyl]-5-nitropyrimidin-4-amine ClC1=NC=C(C(=N1)NCC1=CC=C(C=C1)N1N=C2C(=C1C)COCC2)[N+](=O)[O-]